C(C)(C)(C)OC(=O)N\C(=N/C(=O)OC(C)(C)C)\NC1=CC(=C(C(=O)OC=2C=3N(C(=CC2)CC(=O)OC(C)(C)C)N=CN3)C=C1)C 5-[2-(tert-butoxy)-2-oxoethyl]-[1,2,4]triazolo[1,5-a]pyridin-8-yl 4-{[(1Z)-{[(tert-butoxy)carbonyl]amino}({[(tert-butoxy)carbonyl]imino})methyl]amino}-2-methylbenzoate